O1CCN[C@@H](CC1)C=1C=C(C=NC1)NC(=O)C1=C(N=CN(C1=O)C1=C(C=CC=C1Cl)Cl)N (S)-N-(5-(1,4-oxazepan-5-yl)pyridin-3-yl)-4-amino-1-(2,6-dichlorophenyl)-6-oxo-1,6-dihydropyrimidine-5-carboxamide